N1(CCCCC1)C1=CC=C(C=C1)NC1=NC2=C(C=CC=C2C=N1)C1=NC=CC(=C1)NC(C=C)=O N-(2-(2-((4-(piperidin-1-yl)phenyl)amino)quinazolin-8-yl)pyridin-4-yl)acrylamide